(2R,3R,11bR)-9-(bicyclo[1.1.1]pent-1-ylmethoxy)-3-(tert-butoxy)-10-methoxy-1,3,4,6,7,11b-hexahydro-2H-pyrido[2,1-a]isoquinolin-2-ol C12(CC(C1)C2)COC=2C=C1CCN3[C@@H](C1=CC2OC)C[C@H]([C@@H](C3)OC(C)(C)C)O